Fluorenal C1C2=CC=CC=C2C3=CC=CC(=C31)C=O